2-[2-(morpholin-4-yl)ethyl]-7-(1H-pyrazol-3-yl)-2H-pyrazolo[3,4-c]quinolin-4-amine N1(CCOCC1)CCN1N=C2C(=NC=3C=C(C=CC3C2=C1)C1=NNC=C1)N